BrC=1C=C(C=CC1)C(C(CO)C)=O 1-(3-bromophenyl)-3-hydroxy-2-methylpropan-1-one